trans-rac-N-(2-Chloro-5-(2,2-dichloro-3-(3,5-dichlorophenyl)cyclopropane-1-carboxamido)phenyl)-3-methoxybenzamide ClC1=C(C=C(C=C1)NC(=O)[C@@H]1C([C@H]1C1=CC(=CC(=C1)Cl)Cl)(Cl)Cl)NC(C1=CC(=CC=C1)OC)=O |r|